3-(6-((3-(4-fluorophenyl)-5-methylisoxazol-4-yl)methoxy)pyridazin-3-yl)-5,6-dihydro-8H-[1,2,4]triazolo[3,4-c][1,4]thiazine 7,7-dioxide FC1=CC=C(C=C1)C1=NOC(=C1COC1=CC=C(N=N1)C1=NN=C2CS(CCN21)(=O)=O)C